Nα,Nα-bis(carboxymethyl)-L-lysine hydrate O.C(=O)(O)CN([C@@H](CCCCN)C(=O)O)CC(=O)O